C(C1=CC=CC=C1)N(C1CCC(CC1)C1(CC1)O)CC1=CC=CC=C1 1-((1r,4r)-4-(dibenzylamino)cyclohexyl)cyclopropan-1-ol